α-aminohexanedioic acid NC(C(=O)O)CCCC(=O)O